ClC1=C(C#N)C=CC=C1OC=1C2=C(N=CN1)CN(CC2)C=2C=NN(C(C2Cl)=O)C2OCCN2 2-Chloro-3-([7-[5-chloro-1-(oxazolidin-2-yl)-6-oxo-1,6-dihydropyridazin-4-yl]-5h,6h,7h,8h-pyrido[3,4-d]pyrimidin-4-yl]oxy)benzonitrile